ethyl 2-(3,5-dichloro-4-(4-hydroxy-3-isopropylbenzyl)phenoxy)-2-fluoroacetate ClC=1C=C(OC(C(=O)OCC)F)C=C(C1CC1=CC(=C(C=C1)O)C(C)C)Cl